FC1=C(C=C(C=C1)C1=C(NC=2C1=NC=CC2)C2=C(C=NC=C2)OCCN(C(C=C)=O)C)C N-[2-({4-[3-(4-fluoro-3-methylphenyl)-1H-pyrrolo[3,2-b]pyridin-2-yl]pyridin-3-yl}oxy)ethyl]-N-methylprop-2-enamide